[Fe+2].[Co+2].[Ni+2] nickel cobalt (2+) iron